N-[5-[1-(5-cyano-1,3-thiazol-2-yl)-3,6-dihydro-2H-pyridin-5-yl]-4-fluoro-2-[rac-(3R,5S)-3,4,5-trimethylpiperazin-1-yl]phenyl]-6-oxo-4-(trifluoromethyl)-1H-pyridine-3-carboxamide C(#N)C1=CN=C(S1)N1CCC=C(C1)C=1C(=CC(=C(C1)NC(=O)C1=CNC(C=C1C(F)(F)F)=O)N1C[C@H](N([C@H](C1)C)C)C)F |r|